6-(4-(hydroxymethyl)-3-methyl-2-oxoimidazolidin-1-yl)-4-methoxypyridine-3-carbonitrile OCC1N(C(N(C1)C1=CC(=C(C=N1)C#N)OC)=O)C